4-[[(2S,3s,4s,5s)-3-(3,4-difluoro-2-hydroxy-phenyl)-4,5-dimethyl-5-(trifluoromethyl)tetrahydrofuran-2-carbonyl]amino]-1-oxo-pyridin-1-ium-2-carboxamide FC=1C(=C(C=CC1F)[C@H]1[C@H](O[C@@]([C@H]1C)(C(F)(F)F)C)C(=O)NC1=CC([N+](C=C1)=O)C(=O)N)O